2-phenyl-imidazo[1,2-a]pyridine C1(=CC=CC=C1)C=1N=C2N(C=CC=C2)C1